NC(CNC(OC(C)(C)C)=O)C1=CC=C(C=C1)[N+](=O)[O-] tert-butyl (2-amino-2-(4-nitrophenyl)ethyl)carbamate